C[C@@]12CCC[C@H]1[C@@H]1CC=C3CC(CC[C@]3(C)[C@H]1CC2)O Androst-5-en-3-ol